[Na].OC1=C(C=C(C=C1)C1(CCCCCCCCCCC1)C1=CC(=C(C=C1)O)CC=C)CC=C 1,1-bis(4-hydroxy-3-allylphenyl)cyclododecane Sodium